4,4'-thiobis(2-(1,1-dimethylethyl)-5-methylphenol) S(C1=CC(=C(C=C1C)O)C(C)(C)C)C1=CC(=C(C=C1C)O)C(C)(C)C